N1CCC2(C3=CC(=CN=C13)C(=O)O)CC2 2',3'-dihydro-1'H-spiro[cyclopropane-1,4'-[1,8]naphthyridine]-6'-carboxylic acid